titanium carbon N-phenyl-4-((tetrahydro-2H-pyran-2-yl)oxy)aniline C1(=CC=CC=C1)NC1=CC=C(C=C1)OC1OCCCC1.[C].[Ti]